C(C(C)(C)C)OC([C@H](N)CC1=CC=CC=C1)=O D-phenylalanine neopentyl ester